4-[5-(ethylsulfonyl)-2-(pyrrolidin-1-yl)phenyl]-6-methyl-1,6-dihydro-7H-pyrrolo[2,3-c]pyridin-7-one C(C)S(=O)(=O)C=1C=CC(=C(C1)C=1C2=C(C(N(C1)C)=O)NC=C2)N2CCCC2